14-Hydroxy-tetracosanoic acid OC(CCCCCCCCCCCCC(=O)O)CCCCCCCCCC